(2-Chloro-3-fluorophenyl)(1-fluorocyclopropyl)methanol ClC1=C(C=CC=C1F)C(O)C1(CC1)F